1,3-dibromo-5-nitro-benzene BrC1=CC(=CC(=C1)[N+](=O)[O-])Br